FC=1C=C(C=C(C1)F)C1CCCC=2N1C(NN2)=O 5-(3,5-difluorophenyl)-5,6,7,8-tetrahydro-[1,2,4]triazolo[4,3-a]pyridin-3(2H)-one